C(C)(=O)O[C@H]1[C@@H](OC[C@H]1OC(C)=O)N1C2=NC(=NC(=C2N=C1C=1SC=CC1)N)C#CCCCCCCCC (2R,3R,4R)-2-(6-amino-2-(dec-1-yn-1-yl)-8-(thiophen-2-yl)-9H-purin-9-yl)tetrahydrofuran-3,4-diyl diacetate